C(C)C1=C(CN2CC(CC2)C(=O)O)C=CC(=C1)C(C)=NOCC1=CC(=C(C=C1)C1=NC=NC=C1)C 1-(2-ethyl-4-(1-(((3-methyl-4-(pyrimidin-4-yl)benzyl)oxy)imino)ethyl)benzyl)pyrrolidine-3-carboxylic acid